5-[[2-[4-[3-[1-(5-chloropyrimidin-2-yl)-4-piperidyl]propoxy]-2-fluoro-phenyl]acetyl]amino]pentyl-triethyl-ammonium ClC=1C=NC(=NC1)N1CCC(CC1)CCCOC1=CC(=C(C=C1)CC(=O)NCCCCC[N+](CC)(CC)CC)F